3-(3-((6-((4-fluorobenzyl)oxy)pyridin-3-yl)methyl)isoxazol-5-yl)pyridin-2-amine FC1=CC=C(COC2=CC=C(C=N2)CC2=NOC(=C2)C=2C(=NC=CC2)N)C=C1